FC1=C(N(C2=CN=C(C=C21)NC(=O)C2CC2)C)C2=C(C=CC=C2)C N-(3-fluoro-1-methyl-2-o-tolyl-1H-pyrrolo[2,3-c]pyridin-5-yl)cyclopropanecarboxamide